2-(2-(3,4,5-trimethoxyphenylamino)ethyl)isoindoline-1,3-dione COC=1C=C(C=C(C1OC)OC)NCCN1C(C2=CC=CC=C2C1=O)=O